(6-((2-((2-methoxy-5-(1-methyl-1H-pyrazol-4-yl)-4-morpholinophenyl)amino)-7H-pyrrolo[2,3-d]pyrimidin-4-yl)amino)quinoxalin-5-yl)dimethylphosphine oxide COC1=C(C=C(C(=C1)N1CCOCC1)C=1C=NN(C1)C)NC=1N=C(C2=C(N1)NC=C2)NC=2C(=C1N=CC=NC1=CC2)P(C)(C)=O